Dimethylmethoxy(aminoethylaminopropyl)silan C[Si](CCCNCCN)(OC)C